CC1(COC1)COCC=1C=C2CCN3C(C2=CC1)=CC=NC3=O 9-(3-methyl-oxetan-3-ylmethoxymethyl)-6,7-dihydro-pyrimido[6,1-a]isoquinolin-4-one